benzyloxycarbonylleucylleucinealdehyde C(C1=CC=CC=C1)OC(=O)N[C@@H](CC(C)C)C(=O)N[C@@H](CC(C)C)C=O